NC(C(C)(C)ON1C(C2=CC=CC=C2C1=O)=O)C1=CC=C(C=C1)F 2-{[1-amino-1-(4-fluorophenyl)-2-methylpropan-2-yl]oxy}-1H-isoindole-1,3(2H)-dione